N-(3,5-Dimethyl-3',5'-bis-trifluoromethyl-biphenyl-2-yl)-2-(4-fluoro-phenyl)-acetamide CC=1C(=C(C=C(C1)C)C1=CC(=CC(=C1)C(F)(F)F)C(F)(F)F)NC(CC1=CC=C(C=C1)F)=O